Cl.BrC1=CC(=CC(=N1)NC(=O)C1NC2CC2(C1)C)OC 5-Methyl-2-aza-bicyclo[3.1.0]hexane-3-carboxylic acid (6-bromo-4-methoxy-pyridin-2-yl)-amide hydrochloride